FC=1C(=C(CN2C(C=3C=C(C=NC3CC2)C2=NC=CC=C2)=O)C=C(C1)F)OC1CCOCC1 6-(3,5-difluoro-2-((tetrahydro-2H-pyran-4-yl)oxy)benzyl)-3-(pyridin-2-yl)-7,8-dihydro-1,6-naphthyridin-5(6H)-one